C1(CC1)CN1C(=CC2=CC=C(C=C12)C1=CC(=CC=C1)C=1N=NNN1)C1=NN2C(C=CC(=C2)C(=O)N2C[C@@H](C[C@H](C2)F)N)=C1C (3R,5R)-1-{2-[1-(Cyclopropylmethyl)-6-[3-(2H-1,2,3,4-tetrazol-5-yl)phenyl]-1H-indol-2-yl]-3-methylpyrazolo[1,5-a]pyridine-6-carbonyl}-5-fluoropiperidin-3-amine